ClC=1C=NC(=NC1)N1C[C@H](N[C@H](C1)C)C 5-chloro-2-((3R,5S)-3,5-dimethylpiperazin-1-yl)pyrimidine